1-(4-(bis(1-methyl-1H-indazol-5-yl)methylene)piperidine-1-carbonyl)-1H-1,2,4-triazole-3-carbonitrile CN1N=CC2=CC(=CC=C12)C(=C1CCN(CC1)C(=O)N1N=C(N=C1)C#N)C=1C=C2C=NN(C2=CC1)C